1-(1-(1,4-dioxane-2-carbonyl)piperidin-4-yl)-4-chloro-N-(3-fluoro-5-(thiophen-2-ylethynyl)pyridin-2-yl)-1H-pyrazole-5-carboxamide O1C(COCC1)C(=O)N1CCC(CC1)N1N=CC(=C1C(=O)NC1=NC=C(C=C1F)C#CC=1SC=CC1)Cl